3-Cyano-6-fluoro-2-isopropyl-N-(1-(1-methyl-1H-pyrazol-4-yl)-1H-indazol-6-yl)benzamide C(#N)C=1C(=C(C(=O)NC2=CC=C3C=NN(C3=C2)C=2C=NN(C2)C)C(=CC1)F)C(C)C